2,4,6-tris-(4-methoxyphenyl)pyrylium COC1=CC=C(C=C1)C1=[O+]C(=CC(=C1)C1=CC=C(C=C1)OC)C1=CC=C(C=C1)OC